CC1=CSC(=C1)C1=NC=NC(=C1)NCCC1=C(OC2=C1C=CC=C2)C 3-Methyl-5-{6-[2-(2-methyl-benzofuran-3-yl)-ethylamino]-pyrimidin-4-yl}-thiophene